BrCCCCCCOC1=C(C(=O)OC(C)(C)C)C=CC=C1 tert-butyl 2-((6-bromohexyl)oxy)benzoate